FC1(C(C2=CC=C(C=C2C(C1)CCCCCC)C(F)(F)F)=O)F 2,2-difluoro-4-hexyl-6-(trifluoromethyl)-3,4-dihydro-1-naphthalenone